tetradeca-2,10-diene-4,6-diyne CC=CC#CC#CCCC=CCCC